C(CCC)C1CCCC2=C(N(C3=C(C=CC=C23)C(=O)O)CC=2C=NC=CC2)C1 7-butyl-5-[(pyridin-3-yl)methyl]-5H,6H,7H,8H,9H,10H-cyclohepta[b]indole-4-carboxylic acid